tert-butyl (3-hydroxyphenethyl)carbamate OC=1C=C(CCNC(OC(C)(C)C)=O)C=CC1